C1(CC1)COC1=C(C#N)C=CC=N1 2-(cyclopropylmethoxy)nicotinonitrile